FC1([C@H](C2=C(C=CC(=C2C1)C1CCCC2=CC(=CC(=C12)F)F)SC(F)(F)F)CC(=O)O)F.BrC1=CC=C(C=C1)C=CCCC=O 5-(4-bromophenyl)pent-4-enal [(1S)-2,2-difluoro-4-(6,8-difluorotetralin-1-yl)-7-(trifluoromethylsulfanyl)indan-1-yl]acetate